COCCOCCC(C(=O)NCC1=CC=C(C=C1)OC)SC1=NC(NC=C1C)=O 4-(2-methoxyethoxy)-N-[(4-methoxyphenyl)methyl]-2-[(5-methyl-2-oxo-1H-pyrimidin-4-yl)sulfanyl]butanamide